ClC1=CC(=NC=C1)[C@@H]1CN2[C@H](CO1)CN(CC2)C(=O)C2=C(C(=CC=C2)OC)Cl [(3S,9aS)-3-(4-chloro-2-pyridyl)-3,4,6,7,9,9a-hexahydro-1H-pyrazino[2,1-c][1,4]oxazin-8-yl]-(2-chloro-3-methoxyphenyl)methanone